(4-(2-(4-methoxyphenyl)but-3-yn-2-yl)thiazol-2-yl)-3-(1-(4-(piperazin-1-yl)phenyl)ethyl)urea COC1=CC=C(C=C1)C(C)(C#C)C=1N=C(SC1)NC(=O)NC(C)C1=CC=C(C=C1)N1CCNCC1